tert-butyl 4-{7-fluoroimidazo[1,2-a]pyridin-3-yl}-1-oxo-7-({5-[4-(3-oxopropoxy)piperidin-1-yl]pyridin-2-yl}amino)-3H-isoindole-2-carboxylate FC1=CC=2N(C=C1)C(=CN2)C2=C1CN(C(C1=C(C=C2)NC2=NC=C(C=C2)N2CCC(CC2)OCCC=O)=O)C(=O)OC(C)(C)C